CC1=CC=C(C=C1)S(=O)(=O)OOOOOCCCCCCCCCC tetraoxatetradecyl 4-methylbenzenesulfonate